N-[[4-(2-methylpropyloxy)phenyl]methyl]-4-(piperazin-1-yl)pyrimidin-2-amine CC(COC1=CC=C(C=C1)CNC1=NC=CC(=N1)N1CCNCC1)C